O1COC2=C1C=CC(=C2)B2OC(C)(C)C(C)(C)O2 benzo[d][1,3]dioxol-5-ylboronic acid pinacol ester